N[NH-] Amino-amide